(3S,4r,5R)-1-(4-butoxy-2,6-difluorobenzyl)piperidine-3,4,5-triol C(CCC)OC1=CC(=C(CN2C[C@@H](C([C@@H](C2)O)O)O)C(=C1)F)F